COC=1C(=C(C=CC1)\C(=C/C1=NC=C(C=C1)OCCC)\S(=O)(=O)C1=CC=CC=C1)C (E)-2-(2-(3-Methoxy-2-methylphenyl)-2-(phenylsulfonyl)vinyl)-5-propoxypyridine